(R)-3-{[(1aR,5aR)-2-(2,4-Difluoro-phenyl)-1a,2,5,5a-tetrahydro-1H-2,3-diaza-cyclopropa[a]pentalene-4-carbonyl]-amino}-piperidine FC1=C(C=CC(=C1)F)N1N=C(C=2C[C@@H]3[C@H](C12)C3)C(=O)N[C@H]3CNCCC3